O1C2=C(OCC1C=1NCC(N1)([2H])[2H])C=CC(=C2)[2H] 2-(2,3-dihydrobenzo[b][1,4]dioxin-2-yl-7-d)-4,5-dihydro-1H-imidazole-4,4-d2